C(C)(C)P(C1=C(C=CC=C1)P(C(C)C)C(C)C)C(C)C 1,2-bis(diisopropylphosphino)benzene